4-(7-(4-aminocyclohexyl)-4-(3-fluoro-4-methoxyphenyl)-7H-pyrrolo[2,3-d]pyrimidin-5-yl)-2-fluorobenzonitrile NC1CCC(CC1)N1C=C(C2=C1N=CN=C2C2=CC(=C(C=C2)OC)F)C2=CC(=C(C#N)C=C2)F